Cl.CC1=NC=CC(=C1)CC=O 2-(2-methylpyridin-4-yl)ethan-1-one HCl